(R)-4-(2,4-Dimethoxybenzyl)-3-methylpiperazin-2-one COC1=C(CN2[C@@H](C(NCC2)=O)C)C=CC(=C1)OC